bis-[(triethoxysilyl)propyl]Tetrasulfide C(C)O[Si](OCC)(OCC)CCCSSSSCCC[Si](OCC)(OCC)OCC